(S)-N-(1-(3-(2-cyclopropoxypyridin-4-yl)-1,2,4-oxadiazol-5-yl)ethyl)-1-methyl-3-(trifluoromethyl)-1H-pyrazole-5-carboxamide C1(CC1)OC1=NC=CC(=C1)C1=NOC(=N1)[C@H](C)NC(=O)C1=CC(=NN1C)C(F)(F)F